ClC(F)(Cl)Cl trichloro-fluoro-methane